4-bromo-2,6-dichloro-N-[2-(2-methylphenyl)ethyl]benzene-1-sulfonamide BrC1=CC(=C(C(=C1)Cl)S(=O)(=O)NCCC1=C(C=CC=C1)C)Cl